BrC=1C=C(CN2[C@H](CCC2)C(=O)NCC2=CC(=C(C(=O)OC)C=C2)OC)C=CC1 Methyl (R)-4-((1-(3-bromobenzyl)pyrrolidine-2-carboxamido)methyl)-2-methoxybenzoate